ethyl 5-(2-fluoropropan-2-yl)isoxazole-3-carboxylate FC(C)(C)C1=CC(=NO1)C(=O)OCC